4-chloro-2,6-pyridinedicarboxylic acid ClC1=CC(=NC(=C1)C(=O)O)C(=O)O